ClC=1C=C(C=CC1)CC(=O)ON1C(CCC1=O)=O 2,5-dioxopyrrolidin-1-yl 2-(3-chlorophenyl)acetate